(6S)-6-tert-butyl-N-{(1R)-1-phenyl-3-[(2,2,2-trifluoroethyl)amino]propyl}-5,6,7,8-tetrahydrothieno[2,3-b]quinoline-2-carboxamide C(C)(C)(C)[C@@H]1CC=2C=C3C(=NC2CC1)SC(=C3)C(=O)N[C@H](CCNCC(F)(F)F)C3=CC=CC=C3